FC(CN1C(=NC2=C1C=CC=C2)NC(CC2=CC(=C(OC1=NC=CC=C1C(=O)N)C=C2)F)=O)F (4-(2-((1-(2,2-difluoroethyl)-1H-benzo[d]imidazol-2-yl)amino)-2-oxoethyl)-2-fluorophenoxy)pyridine-3-carboxamide